(2-aminophenyl)(4-isopropylphenyl)methanone NC1=C(C=CC=C1)C(=O)C1=CC=C(C=C1)C(C)C